NC1=NC2=C(N1[C@@H](CCCCNC(OC(C)(C)C)=O)C)C(=CC=C2)N2C(N(CC2)C)=O tert-butyl (R)-(5-(2-amino-7-(3-methyl-2-oxoimidazolidin-1-yl)-1H-benzo[d]imidazol-1-yl)hexyl)carbamate